C1(=CC=CC=C1)[Te]CCCO Phenyl-(3-hydroxypropyl)tellurium